COC1=CC=C(C=C1)CN1C(C(CCC1=O)N1C(N(C2=C1C=CC(=C2)O[C@@H]2C[C@H](NC2)C(=O)OC(C)(C)C)C)=O)=O Tert-butyl (2S,4R)-4-[1-[1-[(4-methoxyphenyl)methyl]-2,6-dioxo-3-piperidyl]-3-methyl-2-oxo-benzimidazol-5-yl]oxypyrrolidine-2-carboxylate